3H,4H-thieno[2,3-d]pyrimidine-5-carboxamide N1=CNCC2=C1SC=C2C(=O)N